NC1=C2C(N(CC2=CC=C1CNC(OC(C)(C)C)=O)C1C(NC(CC1)=O)=O)=O tert-butyl ((4-amino-2-(2,6-dioxopiperidin-3-yl)-3-oxoisoindolin-5-yl)methyl)carbamate